C[C@@H]1OCC2([C@@H]1N)CCN(CC2)C2=NC1=C(C=3N2C=CN3)C(=NN1)C#CC1=C(C(=CC=C1F)F)F (3S,4S)-3-methyl-8-(9-((2,3,6-trifluorophenyl)ethynyl)-7H-imidazo[1,2-c]pyrazolo[4,3-e]pyrimidin-5-yl)-2-oxa-8-azaspiro[4.5]decan-4-amine